C1(CC1)C1N(C(OC1)=O)C1=CC=C2C=NC(=NC2=C1)NC=1C=NN(C1C)CC 4-cyclopropyl-3-{2-[(1-ethyl-5-methyl-1H-pyrazol-4-yl)amino]quinazolin-7-yl}-1,3-oxazolidin-2-one